(3R)-1-{2-[1-(cyclopropylmethyl)-1H-pyrrolo[2,3-b]pyridin-2-yl]-7-methoxy-1-[(1r,3r)-3-aminocyclobutyl]-1H-1,3-benzodiazole-5-carbonyl}piperidin-3-amine C1(CC1)CN1C(=CC=2C1=NC=CC2)C2=NC1=C(N2C2CC(C2)N)C(=CC(=C1)C(=O)N1C[C@@H](CCC1)N)OC